C(#N)[C@H](C[C@H]1C(NCC1)=O)NC([C@H](CC1CC1)NC([C@H](CC1=CC=CC2=CC=CC=C12)NC(=O)C1=NC=CN=C1)=O)=O N-((S)-1-(((S)-1-(((S)-1-cyano-2-((S)-2-oxopyrrolidin-3-yl)ethyl)amino)-3-cyclopropyl-1-oxopropan-2-yl)amino)-3-(naphthalen-1-yl)-1-oxopropan-2-yl)pyrazine-2-carboxamide